2-cyclohexylphosphino-2',6'-diisopropoxybiphenyl C1(CCCCC1)PC1=C(C=CC=C1)C1=C(C=CC=C1OC(C)C)OC(C)C